C(=O)C1=C(C(=O)OC)C=CC(=C1)CCCCC1=CC(=C(C=C1)C=O)C(=O)OC methyl 2-formyl-4-(4-(4-formyl-3-(methoxycarbonyl)phenyl)butyl)benzoate